5-bromo-6-methyl-1,3-dihydrobenzo[c]thiophene BrC1=CC2=C(CSC2)C=C1C